FC1=C(C(=C2C=CNC2=C1)S(=O)(=O)C)OC=1C=C(C(N)=S)C=CC1 3-((6-fluoro-4-(methylsulfonyl)-1H-indol-5-yl)oxy)benzothiamide